(-)-5'-methyl-2'-(prop-1-en-2-yl)-4-propoxy-1',2',3',4'-tetrahydro-[1,1'-biphenyl]-2,6-diol CC=1CCC(C(C1)C=1C(=CC(=CC1O)OCCC)O)C(=C)C